N1CC(C1)OC=1C=NN(C1C1=CC=2N(C=C1)N=C(C2)NC(=O)C2CC2)C N-(5-(4-(azetidin-3-yloxy)-1-methyl-1H-pyrazol-5-yl)pyrazolo[1,5-a]pyridin-2-yl)cyclopropanecarboxamide